8-chloro-3-(3-chloro-4-methylpyridin-2-yl)imidazo[1,5-a]pyrazine ClC=1C=2N(C=CN1)C(=NC2)C2=NC=CC(=C2Cl)C